C1(CCCC1)N1C2=NC(=NC=C2N=C1NC1=CC=CC=C1)NC1=CC=C(C=N1)N1CCN(CC1)CC1=CC=C(C=C1)N1C(NC(CC1)=O)=O 1-(4-((4-(6-((9-cyclopentyl-8-(phenylamino)-9H-purin-2-yl)amino)pyridin-3-yl)piperazin-1-yl)methyl)phenyl)dihydropyrimidine-2,4(1H,3H)-dione